t-butyl acrylate (t-butyl acrylate) C(C)(C)(C)C(C(=O)O)=C.C(C=C)(=O)OC(C)(C)C